C1(CCCCC1)O[N+]1=CC=C(C=C1)C1=CC=CC=C1 1-cyclohexyloxy-4-phenylpyridinium